OCCOC1=CC=C(C=C1)S(=O)(=O)C1=CC=C(C=C1)OCCO bis(4-β-hydroxyethoxyphenyl)sulfone